NC1=C(N=CC(=N1)N1CCC2(CC1)C(C1=CC=C(C=C1C2)Br)N)SC2=C(C(=NC=C2)N)Cl 1'-(6-amino-5-((2-amino-3-chloropyridin-4-yl)thio)pyrazin-2-yl)-5-bromo-1,3-dihydrospiro[indene-2,4'-piperidin]-1-amine